BrCN1C(C=CC2=CC=CC=C12)=O (bromomethyl)quinolin-2(1H)-one